n-tridecenoic acid C(C=CCCCCCCCCCC)(=O)O